C1(=CC=CC=C1)[NH+]1C(N(C(C=C1C)C)C1=CC=CC=C1)=O 1,2-dihydro-1,3-diphenyl-4,6-dimethyl-2-oxo-pyrimidinium